CN1N=CC(=C1)C1=NC=CC(=C1)OC=1C=CC2=C(C(N(CCO2)CC2=CC(=CC=C2)C(F)(F)F)=O)C1 7-{[2-(1-methylpyrazol-4-yl)-4-pyridyl]oxy}-4-{[3-(trifluoromethyl)phenyl]methyl}-2,3-dihydro-1,4-benzoxazepin-5-one